C(C)(=O)[O-].C(C)(=O)[O-].[Pd+2].C1(=CC=CC=C1)P(C1=CC=CC=C1)C1=CC=CC=C1.C1(=CC=CC=C1)P(C1=CC=CC=C1)C1=CC=CC=C1 bis(triphenylphosphine) palladium (II) diacetate